4-(3-bromophenoxy)tetrahydropyran BrC=1C=C(OC2CCOCC2)C=CC1